N1=C(C=CC(=C1)C(=O)O)C(=O)O 2,5-pyridinedi-carboxylic acid